4-(3-(cyclopropylmethoxy)-4-(difluoromethoxy)phenyl)-N-((2-methyl-1-oxoisoindolin-5-yl)methyl)pyrrolidine-2-carboxamide hydrochloride Cl.C1(CC1)COC=1C=C(C=CC1OC(F)F)C1CC(NC1)C(=O)NCC=1C=C2CN(C(C2=CC1)=O)C